Cl.Cl.CC=1C(=CC=C2C=CC=NC12)C=1C=C2CCC3(CCNCC3)OC2=CC1 6-(8-methyl-7-quinolyl)spiro[chromane-2,4'-piperidine] 2HCl